N-(4-(Benzo[b]thiophene-2-carboxamido)-5-methylpyridin-2-yl)-2,3-dihydrobenzo[b][1,4]dioxine-6-carboxamide S1C2=C(C=C1C(=O)NC1=CC(=NC=C1C)NC(=O)C1=CC3=C(OCCO3)C=C1)C=CC=C2